NC=1OC2=C(N1)C=C(C=C2)C=2C=CC=1N(C2)C(=CN1)C(=O)N1CCC(CC1)N(C)C (6-(2-aminobenzo[d]oxazol-5-yl)imidazo[1,2-a]pyridin-3-yl)(4-(dimethylamino)piperidin-1-yl)methanone